C(C)(C)N1OC=CC(=C1)N racemic-2-isopropyl-oxazin-4-amine